C(C1=CC=CC=C1)OC(=O)NCCCC(=O)O 4-(((benzyloxy)carbonyl)amino)butyric acid